N-(5-(6-ethoxypyrazin-2-yl)pyridin-2-yl)-2-methyl-2-(2-(methylsulfonylamino)thiazol-4-yl)propanamide tert-butyl-N-methyl-N-(3-oxopropyl)carbamate C(C)(C)(C)OC(N(CCC=O)C)=O.C(C)OC1=CN=CC(=N1)C=1C=CC(=NC1)NC(C(C)(C=1N=C(SC1)NS(=O)(=O)C)C)=O